CC(=O)O[C@H]1CC[C@@H]2[C@@]1(CC[C@H]3[C@H]2CC[C@@H]4[C@@]3(CCCC4)C)C The molecule is a steroid ester that is 5alpha-androstane substituted by an acetoxy group at position 17. It is a steroid ester, an androstanoid and an acetate ester. It derives from a hydride of a 5alpha-androstane.